(R)-N-(3-(3'-chloro-6-methoxy-5-((((5-oxopyrrolidin-2-yl)methyl)amino)methyl)-[2,4'-bipyridin]-2'-yl)-2-methoxyphenyl)-5-(((2-hydroxyethyl)amino)methyl)picolinamide ClC=1C(=NC=CC1C1=NC(=C(C=C1)CNC[C@@H]1NC(CC1)=O)OC)C=1C(=C(C=CC1)NC(C1=NC=C(C=C1)CNCCO)=O)OC